NC1=CC(=C(C(=N1)Cl)Cl)SC=1C=2N(C(=NC1)N1CCC3(CC(C[C@H]3N)C)CC1)C=CN2 (1R)-8-(8-((6-amino-2,3-dichloropyridin-4-yl)thio)imidazo[1,2-c]pyrimidin-5-yl)-3-methyl-8-aza-spiro[4.5]decan-1-amine